FC=1C=C(C=CC1)C#CC=1C(=C2CCC(C2=CC1)=O)C 5-[2-(3-fluorophenyl)ethynyl]-4-methyl-indan-1-one